cyanomethyl-iodobenzoate C(#N)CC=1C(=C(C(=O)[O-])C=CC1)I